COC1=CC(=CC2=C1OC(CO2)C=2C=NC(=CC2)OC)CC2=CN=C1N2N=CC(=C1)N1CC(C1)OC 3-((8-methoxy-2-(6-methoxypyridin-3-yl)-2,3-dihydrobenzo[b][1,4]dioxin-6-yl)methyl)-7-(3-methoxyazetidin-1-yl)imidazo[1,2-b]pyridazine